CC=1C(=CC(NC1)=O)B(O)O 5-METHYL-2-OXO-1,2-DIHYDROPYRIDIN-4-YLBORONIC ACID